(±)-(1s,3s,4s)-3-acetamido-4-fluorocyclopentane-1-carboxylic acid ethyl ester C(C)OC(=O)[C@H]1C[C@@H]([C@H](C1)F)NC(C)=O |r|